1,3-dimethyl-2-imidazolidin-2-ylidene-hexadecylmethyl-ammonium bromide [Br-].CC(C(C(CCCCCCCCCCCCC)C)=C1NCCN1)[NH2+]C